tert-butyl N-[1-[(4-cyanophenyl)methyl]-5,5,7-trifluoro-8-(hydrazinecarbonyl)-2-oxo-3,4-dihydro-1-benzazepin-3-yl]carbamate C(#N)C1=CC=C(C=C1)CN1C(C(CC(C2=C1C=C(C(=C2)F)C(=O)NN)(F)F)NC(OC(C)(C)C)=O)=O